O=C1NC(CCC1N1C(C2=CC=CC=C2C(=N1)C)=O)=O 2-(2,6-dioxopiperidin-3-yl)-4-methyl-1-oxo-1,2-dihydrophthalazine